NC1=CC=2C(C3=CC=C(C=C3CC2C=C1)N)=O 2,6-diaminoanthracen-9(10H)-one